BrC[C@](C(=O)NC1=CC(=C(C=C1)C#N)C(F)(F)F)(C)O (R)-3-bromo-N-(4-cyano-3-trifluoromethyl-phenyl)-2-hydroxy-2-methylpropanamide